(2,4)-bipyrido-cycloundecan-3-one N1=C(C(CC2=C1CCCCCCCCC2)=O)C2=CC=NC=1CCCCCCCCCC12